N-[5-(4-fluoro-1H-benzimidazol-2-yl)-1-methyl-pyrazol-3-yl]-6-morpholino-pyridine-3-carboxamide FC1=CC=CC=2NC(=NC21)C2=CC(=NN2C)NC(=O)C=2C=NC(=CC2)N2CCOCC2